N-[3-(5-bromothiazol-2-yl)-1-bicyclo[1.1.1]pentanyl]-2-(1-methylsulfonylcyclopropyl)oxazole-5-carboxamide BrC1=CN=C(S1)C12CC(C1)(C2)NC(=O)C2=CN=C(O2)C2(CC2)S(=O)(=O)C